ClC1=C(C=C(C=C1)C(CN(C)CC1=CC=C(C=C1)OC)C1=CC=CC=C1)C=1C(=CC=C(C1F)OCCOC)C#N 2'-Chloro-6-fluoro-5'-(2-((4-methoxybenzyl)(methyl)amino)-1-phenylethyl)-5-(2-methoxyethoxy)-[1,1'-biphenyl]-2-carbonitril